COC(=O)C1(SC=2N=CC=C3NC(NC1C23)=O)C2=C(C=C(C=C2)OC2=CC=CC=C2)C (2-methyl-4-phenoxyphenyl)-4-oxo-4,5-dihydro-3H-1-thia-3,5,8-triazaAcenaphthene-2-carboxylic acid methyl ester